C(C)(C)(C)[Si](C=1SC(=CN1)C)(C)C tert-butyl-dimethyl-(5-methylthiazol-2-yl)silane